C1(CC1)C1=NNC(=N1)C1CC2(CN(C2)C(=O)N2CC3(C2)CN(C3)CC3=NSC(=C3)C(F)(F)F)C1 [6-(3-cyclopropyl-1H-1,2,4-triazol-5-yl)-2-azaspiro[3.3]heptan-2-yl]-[6-[[5-(trifluoromethyl)isothiazol-3-yl]methyl]-2,6-diazaspiro[3.3]heptan-2-yl]methanone